dimethyl-2-bromo-6-fluoro-4-(tert-pentyl)phenol CC=1C(=C(C(=C(C1F)O)Br)C)C(C)(C)CC